OC(C)C1=C2N=CN(C2=NC=N1)CC1=CC=CC=C1 6-(alpha-hydroxyethyl)-9-benzylpurine